Z-3,7-dimethyl-2,6-octadien-1-yl acetate (Geranyl Acetate) C(\C=C(/C)\CCC=C(C)C)CC(=O)O.C(C)(=O)OC\C=C(/CCC=C(C)C)\C